1,2,3,6-tetrahydropyridazin N1NCC=CC1